C1(=CC=C(C=C1)C1=CC(=NC(=C1)C1=CC=C(C=C1)C)NS(=O)(=O)C1=CC=CC=C1)C N-[4,6-bis(p-tolyl)-2-pyridyl]benzenesulfonamide